2-methyl-6-[(5-piperazin-1-ylisoindolin-2-yl)methyl]morpholin CC1CNCC(O1)CN1CC2=CC=C(C=C2C1)N1CCNCC1